1-(5-tert-butyl-isoxazol-3-yl)-3-{4-[5-(2-piperidin-1-yl-ethoxy)-benzoimidazol-1-yl]-phenyl}-urea C(C)(C)(C)C1=CC(=NO1)NC(=O)NC1=CC=C(C=C1)N1C=NC2=C1C=CC(=C2)OCCN2CCCCC2